3-(1-oxo-5-(4-(((1-phenylethyl)amino)methyl)pyridin-2-yl)isoindolin-2-yl)piperidine-2,6-dione O=C1N(CC2=CC(=CC=C12)C1=NC=CC(=C1)CNC(C)C1=CC=CC=C1)C1C(NC(CC1)=O)=O